BrC1=CC(=C(C=C1)C1=CC=CC=C1)OCC(=O)OC(C)(C)C tert-butyl 2-((4-bromo-[1,1'-biphenyl]-2-yl)oxy)acetate